2-benzofurancarboxamide O1C(=CC2=C1C=CC=C2)C(=O)N